2,4,4-trimethyl-3-(3-methylbutyl)cyclohex-2-enone CC=1C(CCC(C1CCC(C)C)(C)C)=O